(3-(6-oxa-3-azabicyclo[3.1.1]hept-3-yl)-1H-pyrazolo[4,3-c]pyridin-6-yl)carbamic acid methyl ester COC(NC1=CC2=C(C=N1)C(=NN2)N2CC1OC(C2)C1)=O